4-(2-oxo-2-(4-(2-oxo-benzo[d]oxazol-3(2H)-yl)piperidin-1-yl)ethyl)benzoic acid O=C(CC1=CC=C(C(=O)O)C=C1)N1CCC(CC1)N1C(OC2=C1C=CC=C2)=O